N,N'-bis(3,5-di-tert-butyl-4-hydroxyphenyl-propionyl)trimethylenediamine C(C)(C)(C)C=1C=C(C=C(C1O)C(C)(C)C)CCC(=O)NCCCNC(CCC1=CC(=C(C(=C1)C(C)(C)C)O)C(C)(C)C)=O